CC(=O)C1=CC2=CC=CC=C2C=C1 2-acetonaphthone